(Z)-5-((2-(4-(((6-(furan-2-yl)pyridin-2-yl)methylamino)methyl)piperidin-1-yl)pyrimidin-4-yl)methylene)thiazolidine-2,4-dione O1C(=CC=C1)C1=CC=CC(=N1)CNCC1CCN(CC1)C1=NC=CC(=N1)\C=C/1\C(NC(S1)=O)=O